BrC1=C(C(OC(=C1)C(=O)NC=1SC(=NN1)N1N=CC=C1C#N)=O)OC 4-bromo-N-(5-(5-cyano-1H-pyrazol-1-yl)-1,3,4-thiadiazol-2-yl)-3-methoxy-2-oxo-2H-pyran-6-carboxamide